O1CC(=CC1)C=1C=NC(=NC1)C1=CN(C=2N=CN=C(C21)N)C 5-(5-(2,5-dihydrofuran-3-yl)pyrimidin-2-yl)-7-methyl-7H-pyrrolo[2,3-d]pyrimidin-4-amine